4-(4-((4-(methylthio)benzyl)oxy)phenyl)-N-(4-phenylbutyl)-1H-imidazole-1-carboxamide CSC1=CC=C(COC2=CC=C(C=C2)C=2N=CN(C2)C(=O)NCCCCC2=CC=CC=C2)C=C1